C1(=CC=CC=C1)CC(=O)NN Phenylacetic hydrazide